[N+](=O)([O-])C=1C=C(C=CC1)C(=O)[Si](C)(C)C 3-nitrophenyl-(trimethylsilyl)methanone